3-(3-methylpyrazol-1-yl)propylamine hydrochloride Cl.CC1=NN(C=C1)CCCN